C(C)(C)(C)OC(=O)N1CCN(CC1)C1=CC=NC2=CC=C(C=C12)C1=CC(=C(C=C1)OC)NC(C1=C(C=C(C=C1)F)F)=O 4-(6-(3-(2,4-difluorobenzamido)-4-methoxyphenyl)quinolin-4-yl)piperazine-1-carboxylic acid tert-butyl ester